zinc isopropyl 2-ethylhexyl dithiophosphate P(=S)(SC(C)C)(OCC(CCCC)CC)[O-].[Zn+2].C(C)(C)SP(=S)(OCC(CCCC)CC)[O-]